C(C1=CC=CC=C1)SC1=NC=CC(=C1)Br (benzylthio)-4-bromopyridine